C(C1=C(C(=CC(=C1)C)C1(CCCCC1)C)O)C1=C(C(=CC(=C1)C)C1(CCCCC1)C)O 2,2'-methylenebis(4-methyl-6-(1-methylcyclohexyl)phenol)